6-fluoro-5-[4-fluoro-3-(4-methyl-1H-pyrazol-3-yl)phenoxy]-1-(p-tolylsulfonyl)-4-vinyl-indole FC1=C(C(=C2C=CN(C2=C1)S(=O)(=O)C1=CC=C(C=C1)C)C=C)OC1=CC(=C(C=C1)F)C1=NNC=C1C